C1(=CC=CC=C1)NC(C1=C(C=CC=C1)C(F)(F)F)=O N-phenyl-2-(trifluoromethyl)benzamide